C(C)(C)NC=1N=CC2=C(N1)NC=C2C=2C=C1C(=NC2)N=C(N1C(C)C)C N-isopropyl-5-(1-isopropyl-2-methyl-1H-imidazo[4,5-b]pyridin-6-yl)-7H-pyrrolo[2,3-d]pyrimidin-2-amine